(3R)-N-[5-(5-acetyl-2-chlorophenyl)-1H-indazol-3-yl]piperidine-3-carboxamide hydrochloride Cl.C(C)(=O)C=1C=CC(=C(C1)C=1C=C2C(=NNC2=CC1)NC(=O)[C@H]1CNCCC1)Cl